1-oxa-7-azaspiro[4.5]decan-3-ol hydrochloride Cl.O1CC(CC12CNCCC2)O